C(C)C=1C=CC=C2C=C(C=C(C12)C1=C(C=2N=C(N=C(C2C=N1)N1C[C@@H](CCC1)O)OC[C@]12CCCN2C[C@@H](C1)F)F)O (R)-1-(7-(8-Ethyl-3-hydroxynaphthalen-1-yl)-8-fluoro-2-(((2R,7aS)-2-fluorotetrahydro-1H-pyrrolizin-7a(5H)-yl)methoxy)pyrido[4,3-d]pyrimidin-4-yl)piperidin-3-ol